FC(C=1C(NC(NN1)=O)=O)F 6-(difluoromethyl)-3H-1,2,4-triazine-3,5(4H)-dione